OC1=CC(=CC(=C1C1CCCC(=C1)C)OCN(C(OC)=O)C1=CC=CC=C1)CCCCC methyl (((6-hydroxy-5'-methyl-4-pentyl-1',2',3',4'-tetrahydro-[1,1'-biphenyl]-2-yl)oxy)methyl)(phenyl)carbamate